Cl.ONC(CCCCCCC(=O)N)=O N8-hydroxyoctanediamide hydrochloride